C(C)(C)(C)C=1C=C(C=CC1OC)NN (3-tert-butyl-4-methoxyphenyl)hydrazine